O.O.FC(S(=O)(=O)[O-])(F)F.[Zn+2].FC(S(=O)(=O)[O-])(F)F zinc trifluoromethanesulfonate dihydrate